FC1(C(C12CCN(CC2)S(N)(=O)=O)C(=O)O)F (2R)-2,2-difluoro-6-sulfamoyl-6-azaspiro[2.5]octane-1-carboxylic acid